C1OC=2C=C(C=C(C(=O)OC(C)C)C(=O)OC(C)C)C=CC2O1 diisopropyl 2-(3,4-(methylenedioxy)benzylidene)malonate